3-aminopyrazine-2-carboxylate NC=1C(=NC=CN1)C(=O)[O-]